N-(4-aminocyclohexyl)-5-chlorobenzofuran-2-carboxamide NC1CCC(CC1)NC(=O)C=1OC2=C(C1)C=C(C=C2)Cl